OC(C)(C)C1CN(C1)C1CCN(CC1)C1=CC=C(C=C1)NC=1N=CC2=C(N1)N(C(C=C2C#C[Si](C(C)C)(C(C)C)C(C)C)=O)C2=CC=CC=C2 2-[(4-{4-[3-(2-hydroxypropan-2-yl)azetidin-1-yl]piperidin-1-yl}phenyl)amino]-8-phenyl-5-[2-(triisopropylsilyl)ethynyl]pyrido[2,3-d]pyrimidin-7-one